COC1=C2CCC(CC2=C(C=C1)OC)=O 5,8-dimethoxy-3,4-dihydronaphthalen-2(1H)-one